3-bromo-9,9-dimethylthioxanthene BrC=1C=CC=2C(C3=CC=CC=C3SC2C1)(C)C